4-((3-bromophenyl)thio)benzonitrile BrC=1C=C(C=CC1)SC1=CC=C(C#N)C=C1